(2S,5R)-5-(2-chlorophenyl)-1-(4-(3-methoxypyridin-2-yl)benzoyl)pyrrolidine-2-carboxylic acid ClC1=C(C=CC=C1)[C@H]1CC[C@H](N1C(C1=CC=C(C=C1)C1=NC=CC=C1OC)=O)C(=O)O